7-(4-(dimethylamino)phenyl)-N-(4-ethoxyphenyl)pyrazolo[1,5-a]pyrimidine-2-carboxamide CN(C1=CC=C(C=C1)C1=CC=NC=2N1N=C(C2)C(=O)NC2=CC=C(C=C2)OCC)C